NCCC[Si](OC)(OC)OC Aminopropyl-trimeth-oxysilan